OC(C)(C)C1=CC(=NC=C1)NC1=CC(=C(N=N1)C(=O)NC([2H])([2H])[2H])NC1=NC=CC(=C1OC)C1=NOC(=N1)C 6-{[4-(2-hydroxypropan-2-yl)pyridin-2-yl]amino}-4-{[3-methoxy-4-(5-methyl-1,2,4-oxadiazol-3-yl)pyridin-2-yl]amino}-N-(2H3)methylpyridazine-3-carboxamide